BrC=1C=C(C(=C(C1)OCOC)F)C(F)(F)F 5-Bromo-2-fluoro-1-(methoxymethoxy)-3-(trifluoromethyl)benzene